C(C)N1C(N(N=C1CO)C1=C(C=C2[C@H]([C@H](CN(C2=C1)C(C)C)C1=C(C=CC=C1)C)O)F)=O |o1:13,14| 4-Ethyl-2-((3S*,4S*)-6-fluoro-4-hydroxy-1-isopropyl-3-(o-tolyl)-1,2,3,4-tetrahydroquinolin-7-yl)-5-(hydroxymethyl)-2,4-dihydro-3H-1,2,4-triazol-3-one